C(C1=CC=CC=C1)(=O)N[C@@H](CC1=CC=CC=C1)C(=O)NC1=C(C=CC=C1)C Nα-benzoyl-N-(2-methylphenyl)-phenylalaninamide